OCC1CN(CC(C1)C=1C(=C2COC(C2=CC1)=O)C)CC=1C=NN(C1)C1=CC(=C(C=N1)C#N)C 6-(4-((3-(hydroxymethyl)-5-(4-methyl-1-oxo-1,3-dihydroisobenzofuran-5-yl)piperidin-1-yl)methyl)-1H-pyrazol-1-yl)-4-methylpyridine-3-carbonitrile